[Ag+].C(C=C)(=O)[O-] acrylic acid silver salt